(±)-Cis-3-((6-(5-((((benzyloxy)carbonyl)amino)methyl)-1-methyl-1H-1,2,3-triazol-4-yl)-2-methylpyridin-3-yl)oxy)-1-fluorocyclohexanecarboxylic acid C(C1=CC=CC=C1)OC(=O)NCC1=C(N=NN1C)C1=CC=C(C(=N1)C)O[C@@H]1C[C@](CCC1)(C(=O)O)F |r|